[1-[5-[5-[(1R)-1-(3,5-dichloro-4-pyridinyl) ethoxy]-1-tetrahydropyran-2-yl-indazol-3-yl] pyrimidin-2-yl]-3-methyl-azetidin-3-yl] methanesulfonate CS(=O)(=O)OC1(CN(C1)C1=NC=C(C=N1)C1=NN(C2=CC=C(C=C12)O[C@H](C)C1=C(C=NC=C1Cl)Cl)C1OCCCC1)C